C1(CCCCC1)N1C(C=CC2=C1N=C(N=C2)NC2=NC=C(C=C2)N2CCNCC2)=O 8-cyclohexyl-2-(5-piperazin-1-yl-pyridin-2-ylamino)-8H-pyrido[2,3-d]pyrimidin-7-one